2-(2,2-bis(8-(((octylthio)methyl)thio)octyl)-1,3-dioxolan-4-yl)ethan-1-ol C(CCCCCCC)SCSCCCCCCCCC1(OCC(O1)CCO)CCCCCCCCSCSCCCCCCCC